3-(3-((5-chloropyridin-2-yl)methoxy)-4-((2,2,2-trifluoroethyl)sulfonamido)phenyl)-5-(pyrazin-2-ylamino)-1H-pyrazole-4-carboxamide ClC=1C=CC(=NC1)COC=1C=C(C=CC1NS(=O)(=O)CC(F)(F)F)C1=NNC(=C1C(=O)N)NC1=NC=CN=C1